14,22-dihydroxydocosahexaenoic acid OC(C=CC=CC=CC=CC=CC=CC(=O)O)CCCCCCCCO